l-pyroglutamic acid N1[C@@H](CCC1=O)C(=O)O